(5-fluoro-pyridin-2-yl)-methanone FC=1C=CC(=NC1)C=O